C(C)(C)(C)C1=NN2C(N=C(C3=CC=CC=C23)OCC2=CC=C(C=C2)C2=CC=CC=C2)=C1 (tert-butyl)-5-([1,1'-biphenyl]-4-ylmethoxy)pyrazolo[1,5-a]quinazoline